The molecule is a hydroxy monocarboxylic acid anion that is the conjugate base of all-trans-4-hydroxyretinoic acid, obtained by deprotonation of the carboxy group; major species at pH 7.3. It is a conjugate base of an all-trans-4-hydroxyretinoic acid. CC1=C(C(CCC1O)(C)C)/C=C/C(=C/C=C/C(=C/C(=O)[O-])/C)/C